5-bromo-1,3,4-thiadiazol-2-ylamine BrC1=NN=C(S1)N